1-[8-(1,2,3,6-tetrahydropyridin-4-yl)-4-isoquinolyl]hexahydropyrimidine-2,4-dione N1CCC(=CC1)C=1C=CC=C2C(=CN=CC12)N1C(NC(CC1)=O)=O